(4-FORMYL-3-NITRO-PHENYL)-CARBAMIC ACID TERT-BUTYL ESTER C(C)(C)(C)OC(NC1=CC(=C(C=C1)C=O)[N+](=O)[O-])=O